(R)-2-(3,3-difluoro-5-(2-methyl-6-(1-methyl-5-((2-oxo-5-propylpyridin-1(2H)-yl)methyl)-1H-1,2,3-triazol-4-yl)pyridin-3-yl)piperidin-1-yl)acetic acid FC1(CN(C[C@H](C1)C=1C(=NC(=CC1)C=1N=NN(C1CN1C(C=CC(=C1)CCC)=O)C)C)CC(=O)O)F